Cl.FC1(CC1)S(=O)(=O)N[C@@H]1CNCC1 1-fluoro-N-[(3S)-pyrrolidin-3-yl]cyclopropane-1-sulfonamide hydrochloride